ClC1=C(N=C(N=N1)N[C@H]1CN(CCC1)CC)C 6-chloro-N-[(3R)-1-ethyl-3-piperidyl]-5-methyl-1,2,4-triazin-3-amine